N-[9-[(2R,3R,4S,5S)-3,4-dihydroxy-5-(hydroxymethyl)-5-(triisopropylsilyloxy-methyl)tetrahydrofuran-2-yl]-6-oxo-1H-purin-2-yl]-2-methyl-propan-amide O[C@H]1[C@@H](O[C@]([C@H]1O)(CO[Si](C(C)C)(C(C)C)C(C)C)CO)N1C=2N=C(NC(C2N=C1)=O)NC(C(C)C)=O